4-[2-(2-aminoethoxy)ethoxycarbonyloxy]benzoic acid NCCOCCOC(=O)OC1=CC=C(C(=O)O)C=C1